1-(4-(4-((3-chloro-4-(thieno[3,2-b]pyridin-5-ylmethoxy)phenyl)amino)-7H-pyrrolo[2,3-d]pyrimidin-5-yl)piperidin-1-yl)prop-2-en-1-one ClC=1C=C(C=CC1OCC1=CC=C2C(=N1)C=CS2)NC=2C1=C(N=CN2)NC=C1C1CCN(CC1)C(C=C)=O